CN1N=CC2=C(C=CC=C12)[C@@H]1NOCC1 (R)-3-(1-methyl-1H-indazol-4-yl)isoxazolidine